N-(3-(3-amino-4-(4-(trifluoromethoxy)phenyl)-1H-pyrazol-1-yl)phenyl)acrylamide NC1=NN(C=C1C1=CC=C(C=C1)OC(F)(F)F)C=1C=C(C=CC1)NC(C=C)=O